C(C)OC([C@@H](CC1=C(C=CC(=C1)O[Si](C)(C)C(C)(C)C)O)OC(C)=O)=O.COC1=CC=C2C3=C(N(C2=C1)CCCN1CCOCC1)C(=NC=C3)C(F)(F)F 4-(3-(7-methoxy-1-(trifluoromethyl)-9H-pyrido[3,4-b]indol-9-yl)propyl)morpholine Ethyl-(R)-2-acetoxy-3-(5-((tert-butyldimethylsilyl)oxy)-2-hydroxyphenyl)propanoate